ethyl 2-(5-hydroxy-4-methylcyclohex-3-enyl)-2-methylcyclopropane-1-carboxylate OC1C(=CCC(C1)C1(C(C1)C(=O)OCC)C)C